(R)-2-(2-Fluoro-5-isopropyl-8-oxothieno[2',3':4,5]pyrrolo[1,2-d][1,2,4]triazin-7(8H)-yl)-N-(6-oxopiperidin-3-yl)acetamid FC1=CC2=C(C=C3N2C(=NN(C3=O)CC(=O)N[C@H]3CNC(CC3)=O)C(C)C)S1